C(C)(C)(C)C1=[N+](C=C(C=C1)C1=CC(=CC=C1)N(C)C1=NC=2N(C3=CC(=CC=C13)Cl)C=NN2)[O-] (tert-butyl)-5-(3-((8-chloro-[1,2,4]triazolo[4,3-a]quinazolin-5-yl)(methyl)amino)phenyl)pyridine 1-oxide